C1(=CC=C(C=C1)CCN)C1=CC=CC=C1 [1,1'-Biphenyl]-4-ethanamine